2-(4-bromo-2,5-dimethoxyphenyl)-N-(3-chloro-5-methylbenzyl)ethan-1-amine BrC1=CC(=C(C=C1OC)CCNCC1=CC(=CC(=C1)C)Cl)OC